NC1=C(C=C(C=N1)C=1C=C2N(N1)CC[C@]21CN(CC1)C(=O)OC(C)(C)C)O[C@H](C)C1=C(C(=CC=C1Cl)F)Cl Tert-Butyl (3R)-2'-{6-amino-5-[(1R)-1-(2,6-dichloro-3-fluorophenyl)ethoxy]pyridin-3-yl}-5',6'-dihydrospiro[pyrrolidine-3,4'-pyrrolo[1,2-b]pyrazole]-1-carboxylate